3-((4-cyano-2-fluorobenzyl)oxy)-1-(piperidin-4-yl)-1H-pyrazole-4-carbonitrile C(#N)C1=CC(=C(COC2=NN(C=C2C#N)C2CCNCC2)C=C1)F